2,3-dihydroxypropan-1-yl 16-hydroxy-(9Z)-hexadec-9-enoate OCCCCCC\C=C/CCCCCCCC(=O)OCC(CO)O